CC1=C(C(=O)OC)C=CC(=C1)C1C(C1)C1=CC=CC=C1 (±)-syn-methyl 2-methyl-4-(2-phenylcyclopropyl)benzoate